methyl ((2-(((R)-1-(2-aminoethyl)piperidin-3-yl)oxy)-4-methylphenyl)sulfonyl)-L-prolinate hydrochloride Cl.NCCN1C[C@@H](CCC1)OC1=C(C=CC(=C1)C)S(=O)(=O)N1[C@@H](CCC1)C(=O)OC